(S)-1-Amino-8-aza-spiro[4.5]decane-8-carboxylic acid (4-methoxy-7-phenyl-thiazolo[4,5-c]pyridin-2-yl)-amide COC1=NC=C(C2=C1N=C(S2)NC(=O)N2CCC1(CCC[C@@H]1N)CC2)C2=CC=CC=C2